(3S,4S)-1-(Cyclopropylsulfonyl)-4-((S)-5H-imidazo[5,1-a]isoindol-5-yl)piperidin-3-ol C1(CC1)S(=O)(=O)N1C[C@H]([C@@H](CC1)[C@@H]1N2C(C3=CC=CC=C13)=CN=C2)O